C(#N)C=1N(C(C=2N(C(=NC2N1)C=1C=NN(C1)CC1=CC(=CC=C1)C(F)(F)F)COC(C)=O)=O)CCC Acetic acid 2-cyano-6-oxo-1-propyl-8-[1-(3-trifluoromethyl-benzyl)-1H-pyrazol-4-yl]-1,6-dihydro-purin-7-ylmethyl ester